FC(C(=O)O)(F)F.FC=1C=C(C=C(C1)C=1N=NN(C1)C1=CC=C(C=C1)F)CN (3-fluoro-5-(1-(4-fluorophenyl)-1H-1,2,3-triazol-4-yl)phenyl)methanamine trifluoroacetate